N-((1r,4r)-4-((8-cyanoquinolin-5-yl)oxy)cyclohexyl)-4-(4-(((3R)-3-(((3-(2,6-dioxopiperidin-3-yl)-1-methyl-1H-indazol-5-yl)oxy)methyl)pyrrolidin-1-yl)methyl)piperidin-1-yl)benzamide C(#N)C=1C=CC(=C2C=CC=NC12)OC1CCC(CC1)NC(C1=CC=C(C=C1)N1CCC(CC1)CN1C[C@@H](CC1)COC=1C=C2C(=NN(C2=CC1)C)C1C(NC(CC1)=O)=O)=O